(5,5'-biisobenzofuran)-1,1',3,3'-tetraone C1(OC(C2=CC(=CC=C12)C=1C=C2C(OC(C2=CC1)=O)=O)=O)=O